(R)-6-(cyclopropanecarboxamido)-4-((3-(5-(3-fluoropyrrolidine-1-carbonyl)pyrazin-2-yl)-2-methoxyphenyl)amino)-N-(methyl-d3)pyridazine-3-carboxamide C1(CC1)C(=O)NC1=CC(=C(N=N1)C(=O)NC([2H])([2H])[2H])NC1=C(C(=CC=C1)C1=NC=C(N=C1)C(=O)N1C[C@@H](CC1)F)OC